ClC=1C(=NC(=NC1)NC1CCOCC1)C=1C=C2C(N(C(C2=CC1)CC(=O)O)CC(NC1(CC1)C1=CC=CC=C1)=O)=O 2-(5-(5-chloro-2-((oxacyclohex-4-yl)amino)pyrimidin-4-yl)-3-oxo-2-(2-oxo-2-((1-phenylcyclopropyl)amino)ethyl)isoindolin-1-yl)acetic acid